BrC1=CC(=C(C=C1)NC=1N(C(C=C(C1C(=O)OC)CC=O)=O)C)Cl Methyl 2-((4-bromo-2-chlorophenyl) amino)-1-methyl-6-oxo-4-(2-oxoethyl)-1,6-dihydropyridine-3-carboxylate